methyl dodecanoate (methyl laurate) CC(C(=O)O)CCCCCCCCCC.C(CCCCCCCCCCC)(=O)OC